1-isopropyl-4-oxoquinoline-2-carbaldehyde C(C)(C)N1C(=CC(C2=CC=CC=C12)=O)C=O